C(C(C)C)C1=CC=C(C=C1)[C@@H](C(=O)OCN1C=CC2=C1N=CN=C2N2C[C@]1([C@H](CN1C(CC#N)=O)C)CC2)C (4-((3S,4R)-1-(2-cyanoacetyl)-3-methyl-1,6-diazaspiro[3.4]octane-6-yl)-7H-pyrrolo[2,3-d]pyrimidin-7-yl)methyl (S)-2-(4-isobutylphenyl)propionate